8-(2-(tert-butyl)pyrimidin-5-yl)-3-(fluoromethyl)-6-oxo-3,4-dihydro-2H,6H-pyrimido[2,1-b][1,3]thiazine-7-carbonitrile C(C)(C)(C)C1=NC=C(C=N1)C=1N=C2SCC(CN2C(C1C#N)=O)CF